FC(CN=C=O)(F)F 1,1,1-trifluoro-2-isocyanatoethane